N-(3-fluoro-4-{[2-(5-{[(2-methoxyethyl)amino]methyl}pyridin-2-yl)thieno[3,2-b]pyridin-7-yl]oxy}phenyl)-1-(4-fluorophenyl)-4-methyl-2-oxo-1,2-dihydropyridine-3-carboxamide FC=1C=C(C=CC1OC1=C2C(=NC=C1)C=C(S2)C2=NC=C(C=C2)CNCCOC)NC(=O)C=2C(N(C=CC2C)C2=CC=C(C=C2)F)=O